N1C(=NC2=C1C=CC=C2)CNC2=NC(=NC=1N2N=CC1C(C)C)NC1=CC=NC=C1 N4-[(1H-benzimidazol-2-yl)methyl]-8-(propan-2-yl)-N2-(pyridin-4-yl)pyrazolo[1,5-a][1,3,5]triazine-2,4-diamine